4-(3-(1,1-dioxothiomorpholine-4-carbonyl)-4-fluorobenzyl)phthalazine O=S1(CCN(CC1)C(=O)C=1C=C(CC2=NN=CC3=CC=CC=C23)C=CC1F)=O